ONC(CCCCCC(N1CC2=C(NC=3C=CC=CC23)CC1)=O)=O N-hydroxy-7-oxo-7-(1,3,4,5-tetrahydro-2H-pyrido[4,3-b]indol-2-yl)heptanamide